O[C@@H]1C[C@H](N(C1)C([C@H](C(C)(C)C)NC(CCCCCCCCCNC(OC(C)(C)C)=O)=O)=O)C(N[C@@H](C)C1=CC=C(C=C1)C1=C(N=CS1)C)=O tert-butyl (10-(((S)-1-((2S,4R)-4-hydroxy-2-(((S)-1-(4-(4-methylthiazol-5-yl)phenyl)ethyl) carbamoyl)pyrrolidin-1-yl)-3,3-dimethyl-1-oxobutan-2-yl)amino)-10-oxodecyl)carbamate